N[C@@H](CCCCN)C(=O)O.N[C@@H](CCCCN)C(=O)O.N[C@@H](CCCCN)C(=O)O.N[C@@H](CCCCN)C(=O)O.N[C@@H](CCCCN)C(=O)O.[Zn] zinc penta-lysine